8-Chloro-7-(o-tolyl)pyrrolo[3,2-e]indazol ClC1=C(N=C2C1=C1C=NN=C1C=C2)C2=C(C=CC=C2)C